(1r,4r)-4-ethoxycyclohexan-1-ol C(C)OC1CCC(CC1)O